C(OCCCCCCCCCC)(OCCCCCCCCN(CCCCCO)CCCCCCCC(=O)N(CCCCCCCCCC)CCCCCCCCCC)=O decyl (8-((8-(didecylamino)-8-oxooctyl)(5-hydroxypentyl)amino)octyl) carbonate